ClC=1C(=CC(=C(C1)NS(=O)(=O)C1=CNC(=C1)C1=C(C=CC=C1)F)F)C#N N-(5-chloro-4-cyano-2-fluorophenyl)-5-(2-fluorophenyl)-1H-pyrrole-3-sulfonamide